CN1CC2=CC=C(C=C2CC1)NC1=NC=C(C(=N1)NCCCN1CCCC1)C(F)(F)F N2-(2-methyl-1,2,3,4-tetrahydroisoquinolin-6-yl)-N4-(3-(pyrrolidin-1-yl)propyl)-5-(trifluoromethyl)pyrimidine-2,4-diamine